(2-fluoro-3-methoxy-1-naphthyl) trifluoromethanesulfonate FC(S(=O)(=O)OC1=C(C(=CC2=CC=CC=C12)OC)F)(F)F